The molecule is a glycosyloxyflavone that is myricetin in which the hydroxy group at position 3 has been converted to the corresponding beta-D-glucosyl-(1->2)-alpha-L-rhamnoside. It derives from a myricetin. It is a conjugate acid of a myricetin 3-O-[beta-D-glucosyl-(1->2)-alpha-L-rhamnoside](1-). C[C@H]1[C@@H]([C@H]([C@H]([C@@H](O1)OC2=C(OC3=CC(=CC(=C3C2=O)O)O)C4=CC(=C(C(=C4)O)O)O)O[C@H]5[C@@H]([C@H]([C@@H]([C@H](O5)CO)O)O)O)O)O